(3S,4S)-1-cyclopropylmethyl-4-{[5-(2,4-difluoro-phenyl)-isoxazole-3-carbonyl]-amino}-piperidine-3-carboxylic acid ((R)-1-pyrimidin-2-yl-ethyl)-amide N1=C(N=CC=C1)[C@@H](C)NC(=O)[C@H]1CN(CC[C@@H]1NC(=O)C1=NOC(=C1)C1=C(C=C(C=C1)F)F)CC1CC1